(R)-6-(4-((2-(4-methyl-1-oxo-1,3-dihydroisobenzofuran-5-yl)morpholino)methyl)-1H-imidazol-1-yl)nicotinonitrile CC1=C2COC(C2=CC=C1[C@H]1OCCN(C1)CC=1N=CN(C1)C1=NC=C(C#N)C=C1)=O